CC1(CC=CCC1)C 5,5-dimethylcyclohex-2-ene